ClC1=CC=C(C=C1)C1=C(C(=NN1C1=C(C=C(C=C1)Cl)Cl)C(=O)NC1=C(C(=O)O)C=CC=C1)C 2-(5-(4-chlorophenyl)-1-(2,4-dichlorophenyl)-4-methyl-1H-pyrazole-3-carboxamido)benzoic acid